N7-butyl-1-({2-methoxy-5-[(methylamino)methyl]phenyl}methyl)-1H-pyrazolo-[4,3-d]pyrimidine-5,7-diamine C(CCC)NC=1C2=C(N=C(N1)N)C=NN2CC2=C(C=CC(=C2)CNC)OC